OC(CCN[C@H]1[C@H](CCCC1)OC=1C=C2CN(C(C2=CC1)=O)C1C(NC(CC1)=O)=O)(C)C 3-(5-(((1S,2R)-2-((3-hydroxy-3-methylbutyl)amino)cyclohexyl)oxy)-1-oxoisoindolin-2-yl)piperidine-2,6-dione